ClC1=C(C=C(C=C1)[C@H]1N(C(C[C@@H]1NC(=O)[C@H]1N(C[C@@H](C1)O)C([C@H](C(C)(C)C)N1N=NC(=C1)C1CC1)=O)=O)C(C)C)F (2S,4R)-N-[(2R,3S)-2-(4-chloro-3-fluoro-phenyl)-1-isopropyl-5-oxo-pyrrolidin-3-yl]-1-[(2S)-2-(4-cyclopropyltriazol-1-yl)-3,3-dimethyl-butanoyl]-4-hydroxy-pyrrolidine-2-carboxamide